N-(2'-Chloro-2-fluoro-[1,1'-biphenyl]-4-yl)-3-(1-(tetrahydro-2H-pyran-4-yl)-1H-pyrazol-5-yl)-7-oxabicyclo[2.2.1]hept-2-en-2-carboxamid ClC1=C(C=CC=C1)C1=C(C=C(C=C1)NC(=O)C=1C2CCC(C1C1=CC=NN1C1CCOCC1)O2)F